2-((1R,2S)-1-(2-cyano-5-fluorophenyl)-1-(1,5-dimethyl-1H-pyrazol-3-yl)propan-2-yl)-5-hydroxy-N-(isoxazol-4-yl)-1-methyl-6-oxo-1,6-dihydropyrimidine-4-carboxamide C(#N)C1=C(C=C(C=C1)F)[C@@H]([C@H](C)C=1N(C(C(=C(N1)C(=O)NC=1C=NOC1)O)=O)C)C1=NN(C(=C1)C)C